O[C@H]1C[C@H](N(C1)C1=NC(=NC=2C=3C=CC=CC3OC12)C(F)(F)F)C(=O)O (2S,4S)-4-hydroxy-1-[4-(trifluoromethyl)-8-oxa-3,5-diazatricyclo[7.4.0.02,7]trideca-1(9),2(7),3,5,10,12-hexaen-6-yl]pyrrolidine-2-carboxylic acid